1-[2,3'-dihydroxyphenyl]propane methyl-2-((4-(5-fluoro-4-hydroxypyrimidin-2-yl)cyclohex-3-en-1-yl)methyl)-1-(2-methoxyethyl)-1H-thieno[2,3-d]imidazole-5-carboxylate COC(=O)C1=CC2=C(N=C(N2CCOC)CC2CC=C(CC2)C2=NC=C(C(=N2)O)F)S1.OC1=C(C=CC=C1O)CCC